N1=C(C=CC=C1)CNCC1=CC=C(C=C1)CN1CC(CC(C1)N)N 1-[[4-[[(2-pyridinylmethyl)amino]methyl]phenyl]methyl]-3,5-piperidinediamine